COC1=CC=C(C=C1)C(=O)N1CCN(CC1)CCCC1=CC=CC=C1 (4-methoxyphenyl)-[4-(3-phenylpropyl)-piperazin-1-yl]methanone